4-bromo-1,2-dimethyl-pyrrolo[2,3-b]pyridine-6-carbonitrile BrC1=C2C(=NC(=C1)C#N)N(C(=C2)C)C